(8-propoxy)nonylphenol Acrylate C(C=C)(=O)OC1=C(C=CC=C1)CCCCCCCC(C)OCCC